C[C@@H](C(=O)O)N1C(C(N=C(C2=C1C=CC(=C2)Cl)C2=CC=CC=C2)C2CC2)=O methyl-(S)-2-(7-chloro-3-cyclopropyl-2-oxo-5-phenyl-2,3-dihydro-1H-benzo[e][1,4]diazepin-1-yl)acetic acid